7a-hydroxy-3,6-dimethyl-2,4,5,6,7,7a-hexahydrocyclohexa[1,2-b]furan-2-one OC12OC(C(=C1CCC(C2)C)C)=O